zirconium oxy sulfide O=S.[Zr]